(R)-6-(2-hydroxy-2-(3'-(trifluoromethoxy)-[1,1'-biphenyl]-3-yl)acetyl)-2-(1-phenylcyclopropyl)-5,6,7,8-tetrahydropyrido[4,3-d]pyrimidin-4(3H)-one O[C@@H](C(=O)N1CC2=C(N=C(NC2=O)C2(CC2)C2=CC=CC=C2)CC1)C=1C=C(C=CC1)C1=CC(=CC=C1)OC(F)(F)F